4-[3-(benzyloxy)piperidin-1-yl]aniline C(C1=CC=CC=C1)OC1CN(CCC1)C1=CC=C(N)C=C1